2,4,6-tris(3,5-di-tert-butyl-4-hydroxybenzyl)mesitylene C(C)(C)(C)C=1C=C(CC2=C(C(=C(C(=C2C)CC2=CC(=C(C(=C2)C(C)(C)C)O)C(C)(C)C)C)CC2=CC(=C(C(=C2)C(C)(C)C)O)C(C)(C)C)C)C=C(C1O)C(C)(C)C